N1CCC(=CC1)C1=CC=C(C(=O)NC2=CC=C(C=C2)C=2CCNCC2)C=C1 4-(1,2,3,6-tetrahydropyridin-4-yl)-N-[4-(1,2,3,6-tetrahydropyridin-4-yl)phenyl]benzamide